C(#N)C1=C(C(=C(C=C1C)C(C)O)OCC)C=1C=CC(=NC1)C(=O)N(C)C 5-[2-cyano-6-ethoxy-5-(1-hydroxyethyl)-3-methylphenyl]-N,N-dimethylpyridine-2-carboxamide